(1-(2-(6-(Trifluoromethyl)imidazo[1,2-a]pyrazin-3-yl)pyrimidin-4-yl)piperidin-4-yl)methanol FC(C=1N=CC=2N(C1)C(=CN2)C2=NC=CC(=N2)N2CCC(CC2)CO)(F)F